1'-(tert-Butyloxycarbonyl)-7-fluoro-2H-spiro[benzofuran-3,4'-piperidine]-6-carboxylic acid C(C)(C)(C)OC(=O)N1CCC2(CC1)COC1=C2C=CC(=C1F)C(=O)O